C1(=CC=CC=C1)N1N=CC(=C1)C=1C=C(C#N)C=C(C1)F 3-(1-Phenyl-1H-pyrazol-4-yl)-5-fluorobenzonitrile